C12(CC(C1)C2)C(=O)N2C[C@H]1OC3=C([C@@H]2C1)C=CC=C3 (bicyclo[1.1.1]pentan-1-yl)[(2S,5S)-2,3-dihydro-2,5-methano-1,4-benzoxazepin-4(5H)-yl]methanone